2-(3-(1-(2,6-Dioxopiperidin-3-yl)-3-methyl-2-oxo-2,3-dihydro-1H-benzo[d]imidazol-5-yl)propoxy)acetaldehyde O=C1NC(CCC1N1C(N(C2=C1C=CC(=C2)CCCOCC=O)C)=O)=O